C(C)S(=O)(=O)NC=1C(=CC2=C(OC[C@@H](N2C(=O)OCC2=CC=CC=C2)C)N1)CC1=CC=C(C=C1)F benzyl (S)-6-(ethylsulfonamido)-7-(4-fluorobenzyl)-2-methyl-2,3-dihydro-1H-pyrido[2,3-b][1,4]oxazine-1-carboxylate